N(=[N+]=[N-])OCCOC(COC1=CC(=C(C(=O)NC2(CC=C(C=C2)C2=C(C=CC=C2OC)OC)CCC(=O)O)C(=C1)Cl)Cl)CC 4-(4-(2-(2-(azidyloxy)ethoxy)butoxy)-2,6-dichlorobenzoylamino)-3-(2',6'-dimethoxy-[1,1'-biphenyl]-4-yl)propionic acid